5-(5-(3,5-dichloro-4-fluorophenyl)-5-(trifluoromethyl)-4,5-dihydroisoxazol-3-yl)-3-methyl-N'-(5-methylthiophene-2-carbonyl)-5,6-dihydro-4H-thieno[2,3-c]pyrrole-2-carbohydrazide ClC=1C=C(C=C(C1F)Cl)C1(CC(=NO1)N1CC2=C(C1)C(=C(S2)C(=O)NNC(=O)C=2SC(=CC2)C)C)C(F)(F)F